chloro-N3-(6-methoxy-2-methyl-1,2,3,4-tetrahydroisoquinolin-7-yl)-N5-(3-methylpyridin-2-yl)-1,2,4-triazine-3,5-diamine ClC1=C(N=C(N=N1)NC1=C(C=C2CCN(CC2=C1)C)OC)NC1=NC=CC=C1C